4-{(S)-2-(4-cyclopropylthiazol-2-yl)-2-[(S)-2-(methoxycarbonylamino)-3-phenylpropionylamino]ethyl}phenylaminosulfonic acid C1(CC1)C=1N=C(SC1)[C@H](CC1=CC=C(C=C1)NS(=O)(=O)O)NC([C@H](CC1=CC=CC=C1)NC(=O)OC)=O